C(C)(C)(C)C=1C=C(C=C(C1O)C(C)(C)C)CCC(=O)N 3-(3,5-di-tert-butyl-4-hydroxy-phenyl)propionamide